methyl 6-[[4-chloro-6-(2,6-dimethylphenyl)pyrimidin-2-yl]sulfamoyl]pyridine-2-carboxylate ClC1=NC(=NC(=C1)C1=C(C=CC=C1C)C)NS(=O)(=O)C1=CC=CC(=N1)C(=O)OC